Pyrimidine-2-one N1C(N=CC=C1)=O